phenylmethoxypyridin C1(=CC=CC=C1)COC1=NC=CC=C1